6-(4,4,5,5-tetramethyl-1,3,2-dioxaborolan-2-yl)benzo[b]naphtho[2,1-d]furan CC1(OB(OC1(C)C)C1=CC=2C=CC=CC2C2=C1C1=C(O2)C=CC=C1)C